FC(S(=O)(=O)[O-])(F)F.C1(=C(C(=CC(=C1)C)C)[I+]C=1C=NC=C(C1)C)C mesityl(5-methylpyridin-3-yl)iodonium trifluoromethanesulfonate